ClC=1C=C(C=CC1OCC=C)CC(=O)O 3-chloro-4-(2-propenoxy)-phenylacetic acid